(Z)-N,N-dimethylheptacosa-18,21-dien-10-amine CN(C(CCCCCCCCC)CCCCCCC\C=C/CC=CCCCCC)C